benzene-1,3,5-tricarboxylic acid triethylamine salt C(C)N(CC)CC.C1(=CC(=CC(=C1)C(=O)O)C(=O)O)C(=O)O